BrC1=NN(C(=C1)C1=NC2=C(C(O1)=O)C=C(C=C2C)Cl)C2=NC=CC=C2Cl 2-[3-bromo-1-(3-chloro-2-pyridyl)-1H-pyrazol-5-yl]-6-chloro-8-methyl-4H-3,1-benzoxazine-4-one